tert-butyl 4-chloro-7-((5-(1-morpholinoethyl)pyridin-2-yl)amino)-1-oxoisoindoline-2-carboxylate ClC1=C2CN(C(C2=C(C=C1)NC1=NC=C(C=C1)C(C)N1CCOCC1)=O)C(=O)OC(C)(C)C